FC1=CC=C(C=C1)C(C(=O)NC1=CC=C(C=C1)C1=NC=NC2=CC(=C(C=C12)OC)OCC1CCN(CC1)CCOC)(C)C 2-(4-fluorophenyl)-N-(4-(6-methoxy-7-((1-(2-methoxyethyl)piperidin-4-yl)methoxy)quinazoline-4-yl)phenyl)-2-methylpropanamide